glycidyl itaconate C(C(=C)CC(=O)[O-])(=O)OCC1CO1